COC1=CC=C(C=N1)C(CC(=O)O)N1CC2(C1)CC(C2)CC2=NC=1NCCCC1C=C2 3-(6-methoxypyridin-3-yl)-3-(6-((5,6,7,8-tetrahydro-1,8-naphthyridin-2-yl)methyl)-2-azaspiro[3.3]hept-2-yl)propionic acid